8'-(2,6-dioxopiperidin-3-yl)-7'-oxo-8',9'-dihydro-7'H-spiro[piperidine-4,2'-pyrano[2,3-e]isoindole]-1-carboxylic acid tert-butyl ester C(C)(C)(C)OC(=O)N1CCC2(C=CC=3C(=C4CN(C(C4=CC3)=O)C3C(NC(CC3)=O)=O)O2)CC1